C(C)OC(COCCOCCCC1=CC2=C(N(C(N2C)=O)C2C(NC(CC2)=O)=O)C=C1)OCC 3-(5-(3-(2-(2,2-Diethoxyethoxy)ethoxy)propyl)-3-methyl-2-oxo-2,3-dihydro-1H-benzo[d]imidazol-1-yl)piperidine-2,6-dione